2-(7-chloroimidazo[1,5-a]pyridin-1-yl)-N-(6-(6-cyclopropylimidazo[1,2-a]pyridin-2-carbonyl)pyrimidin-4-yl)acetamide ClC1=CC=2N(C=C1)C=NC2CC(=O)NC2=NC=NC(=C2)C(=O)C=2N=C1N(C=C(C=C1)C1CC1)C2